1,4,4-trimethyl-5H,7H-pyrrolo[2,3-c]pyridine-2-carboxylic acid CN1C(=CC2=C1CNCC2(C)C)C(=O)O